3-[(1-ethyl-1H-pyrazol-4-yl)methyl]-4-methyl-1-{3-methyl-6-[(2R)-2-methylmorpholin-4-yl]-4-(trifluoromethyl)pyridin-2-yl}-1,3-dihydro-2H-imidazol-2-one C(C)N1N=CC(=C1)CN1C(N(C=C1C)C1=NC(=CC(=C1C)C(F)(F)F)N1C[C@H](OCC1)C)=O